2-benzyl-2,7-diaza-spiro-[4.4]Nonane C(C1=CC=CC=C1)N1CC2(CC1)CNCC2